C(OC1CC(C1)C=1C2=C(C=NC1C)SC=N2)(OC2=CC=C(C=C2)[N+](=O)[O-])=O (1s,3s)-3-(6-methylthiazolo[5,4-c]pyridin-7-yl)cyclobutyl (4-nitrophenyl) carbonate